(R)-2-(6-amino-5-(4-((2-methoxyethyl)sulfonyl)-3-methylpiperazin-1-yl)pyridazin-3-yl)phenol NC1=C(C=C(N=N1)C1=C(C=CC=C1)O)N1C[C@H](N(CC1)S(=O)(=O)CCOC)C